O1C2=C(C(CCC1)CN)C=CC=C2 (2,3,4,5-tetrahydrobenzo[b]oxepin-5-yl)methanamine